[2-chloro-4-[(2,4-dimethoxyphenyl)methylamino]pyrimidin-5-yl]methanol ClC1=NC=C(C(=N1)NCC1=C(C=C(C=C1)OC)OC)CO